C1=C(C=CC=2OC3=C(C21)C=CC=C3)B3OC(C(O3)(C)C)(C)C 2-dibenzofuran-2-yl-4,4,5,5-tetramethyl-1,3,2-dioxaborolan